(4-((6,7-dimethoxyquinolin-4-yl)amino)benzyl)phosphonic Acid Sodium Salt [Na+].COC=1C=C2C(=CC=NC2=CC1OC)NC1=CC=C(CP([O-])([O-])=O)C=C1.[Na+]